2-(1-(2-methoxyethyl)-5-(pyridin-2-ylethynyl)-1H-benzo[d]imidazol-2-yl)ethan-1-amine trihydrochloride Cl.Cl.Cl.COCCN1C(=NC2=C1C=CC(=C2)C#CC2=NC=CC=C2)CCN